4-(1,4,4,4-tetrafluoro-3-(3,4,5-trichlorophenyl)but-1-en-1-yl)-2-(trifluoromethyl)benzoyl-hydrazine FC(=CC(C(F)(F)F)C1=CC(=C(C(=C1)Cl)Cl)Cl)C1=CC(=C(C(=O)NN)C=C1)C(F)(F)F